N-[(3R)-1-(4-{[(1R)-1-(3-hydroxyphenyl)ethyl]amino}-2-methylpyrido[3,4-d]pyrimidin-6-yl)pyrrolidin-3-yl]acetamide OC=1C=C(C=CC1)[C@@H](C)NC=1C2=C(N=C(N1)C)C=NC(=C2)N2C[C@@H](CC2)NC(C)=O